2-methyl-2-(1-(1-methylcyclopropyl)-1H-pyrazol-3-yl)cyclopentan-1-one CC1(C(CCC1)=O)C1=NN(C=C1)C1(CC1)C